5-O-tert-butyldimethylsilyl-2,3-O-isopropylidene-D-ribono-1,4-lactone CC1(O[C@@H]2[C@H](OC(=O)[C@@H]2O1)CO[Si](C)(C)C(C)(C)C)C